sodium 4-({(1R)-2-[5-(2-fluoro-3-methoxyphenyl)-3-{[2-fluoro-6-(trifluoromethyl)phenyl]methyl}-4-methyl-2,6-dioxo-3,6-dihydropyrimidin-1(2H)-yl]-1-phenylethyl}amino)butanoate FC1=C(C=CC=C1OC)C1=C(N(C(N(C1=O)C[C@@H](C1=CC=CC=C1)NCCCC(=O)[O-])=O)CC1=C(C=CC=C1C(F)(F)F)F)C.[Na+]